OC1=C(C2=C(NN=N2)C=C1)C1=CC=CC(=C1)C hydroxy-5-methylphenylbenzotriazole